2'-(4-methoxybenzyl)-6'-((4-methoxybenzyl)(pyrimidin-4-yl)amino)-8'-(oxiran-2-yl)-2'H-spiro[cyclohexane-1,3'-imidazo[1,5-a]pyridine]-1',5'-dione COC1=CC=C(CN2C3(N4C(=C(C=C(C4=O)N(C4=NC=NC=C4)CC4=CC=C(C=C4)OC)C4OC4)C2=O)CCCCC3)C=C1